paraxanthine calcium salt [Ca].N1(C)C(=O)NC=2N=CN(C)C2C1=O